[C@H]12N(C[C@H](NC1)C2)CC2=CC=C(C=C2)NC2=NC=CC(=N2)NC2=NC(=NC=C2)C2=NC(=CC=C2)C N2-[4-[[(1R,4R)-2,5-diazabicyclo[2.2.1]heptan-2-yl]methyl]phenyl]-N4-[2-(6-methyl-2-pyridyl)pyrimidin-4-yl]pyrimidine-2,4-diamine